3-(2,4-dioxotetrahydropyrimidin-1(2H)-yl)-4-methoxy-N-(4-(piperazin-1-yl)butyl)benzamide O=C1N(CCC(N1)=O)C=1C=C(C(=O)NCCCCN2CCNCC2)C=CC1OC